NCCNC(=O)C=1C=C(C=CC1N1[C@@H](CN(CC1)C(C1=C(C=C(C=C1)C(F)(F)F)Cl)=O)CC)C1=C(C(=CC=C1)F)F N-(2-aminoethyl)-4-[(2R)-4-[2-chloro-4-(trifluoromethyl)benzoyl]-2-ethylpiperazin-1-yl]-2',3'-difluoro-[1,1'-biphenyl]-3-carboxamide